ClC1=CC=C(C=C1)NC(CSC=1OC(=NN1)C1=NNC(C1)(C(F)(F)F)C1=CC(=CC(=C1)Cl)Cl)=O N-(4-chlorophenyl)-2-((5-(5-(3,5-dichlorophenyl)-5-(trifluoromethyl)-4,5-dihydro-1H-pyrazol-3-yl)-1,3,4-oxadiazol-2-yl)thio)acetamide